C1(CCCCC1)CCNC(C1=CC(=CC=C1)NC1=CC=C(C=C1)C(NC1=NC=CC=C1)=O)=O N-(2-cyclohexylethyl)-3-((4-(pyridin-2-ylcarbamoyl)phenyl)amino)benzamide